8-bromo-1-cyclopropyl-7,9-difluoro-4,4-dimethyl-4,5-dihydro-[1,2,4]triazolo[4,3-a]quinoxaline BrC1=C(C=C2NC(C=3N(C2=C1F)C(=NN3)C3CC3)(C)C)F